(2,6-difluorophenyl)-5-methyl[1,2,4]triazolo[1,5-a]pyrimidine-2-sulfonamide FC1=C(C(=CC=C1)F)C=1C(=NC=2N(C1)N=C(N2)S(=O)(=O)N)C